N-[4-(Quinolin-4-ylamino)butyl]benzamide N1=CC=C(C2=CC=CC=C12)NCCCCNC(C1=CC=CC=C1)=O